FC(C(CC(=O)N)O)(F)F 4,4,4-trifluoro-3-hydroxybutanamide